C(C)OC(C(=O)NCCOC1=C(C=C(C(=C1)OC)Br)C=1OC2=C(C=CC=C2C(C1)=O)Cl)=O 2-[2-[4-bromo-2-(8-chloro-4-oxo-chromen-2-yl)-5-methoxy-phenoxy]ethylamino]-2-oxo-acetic acid ethyl ester